C(C)(C)(C)OC(=O)N1[C@@H](C[C@@H](C1)F)[C@H](C)O (2S,4S)-4-fluoro-2-[(1S)-1-hydroxyethyl]pyrrolidine-1-carboxylic acid tert-butyl ester